Ethyl-4-iodo-3-(1-methoxycyclopropyl)-1H-pyrazole C(C)N1N=C(C(=C1)I)C1(CC1)OC